FC(C(C[C@@H](C=1N=C2N(N=CC(=C2)[C@@H](COC)N2C(N[C@@H](C2)C(F)(F)F)=O)C1)NC(OC(C)(C)C)=O)(C)C)(F)F tert-butyl ((S)-4,4,4-trifluoro-1-(7-((S)-2-methoxy-1-((S)-2-oxo-4-(trifluoromethyl)imidazolidin-1-yl)ethyl)imidazo[1,2-b]pyridazin-2-yl)-3,3-dimethylbutyl)carbamate